1-(3-(3-(3-fluoropyridin-2-yl)-8,9-dihydropyrido[3',2':4,5]pyrrolo[1,2-a]pyrazin-7(6H)-yl)-3-oxopropoxy)propan FC=1C(=NC=CC1)C1=CC=2C=C3N(CCN(C3)C(CCOCCC)=O)C2N=C1